C1(CCCCC1)C(C)NS(=O)(=O)C1=CC=C(C=C1)NC1=NC=NC2=CC=CC=C12 N-(1-cyclohexylethyl)-4-(quinazolin-4-ylamino)benzenesulfonamide